CC1=CC=CC(=N1)C1=C(N=CN1)C=1C=C2C=C(C=NC2=CC1)C=1SC=C(N1)C(=O)OCCN1C[C@@H](CC1)N 2-[(3R)-3-aminopyrrolidin-1-yl]ethyl 2-[6-[5-(6-methyl-2-pyridyl)-1H-imidazol-4-yl]-3-quinolyl]thiazole-4-carboxylate